1-(spiro[4.5]dec-7-en-7-yl)pent-4-en-1-one C1CCCC12CC(=CCC2)C(CCC=C)=O